NC(CC[C@H]1CC(N(C1)C(=O)OC(C)(C)C)(C)C)(C)C1=NC=CC=C1 tert-butyl (4S)-4-[3-amino-3-(2-pyridyl)butyl]-2,2-dimethyl-pyrrolidine-1-carboxylate